CS(=O)(=O)OCC1=CC(=CC(=C1)OC)OCC1=CC(=CC=C1)C=O (3-((3-formylphenyl)methoxy)-5-methoxy-phenyl)methyl methanesulfonate